CN1N=CC(=C1)N(S(=O)(=O)N)C1CCOCC1 N-(1-methyl-1H-pyrazol-4-yl)-N-(oxan-4-yl)sulfamide